tert-butyl 7-((1,6'-dimethyl-6',7'-dihydrospiro[piperidine-4,5'-pyrrolo[3,4-b]pyridin]-2'-yl) amino)-4-(7-fluoroimidazo[1,2-a]pyridin-3-yl)-1-oxoisoindoline-2-carboxylate CN1CCC2(N(CC3=NC(=CC=C32)NC=3C=CC(=C2CN(C(C32)=O)C(=O)OC(C)(C)C)C3=CN=C2N3C=CC(=C2)F)C)CC1